NC1(C(CN(CC1)C1=NC(=C2C(=N1)NN=C2Br)C#N)F)C2=CC=CC=C2 6-(4-Amino-3-fluoro-4-phenylpiperidin-1-yl)-3-bromo-1H-pyrazolo[3,4-d]pyrimidine-4-carbonitrile